C(C)(C)(C)OC(=O)N1C(CCCC1)OC1=CC(N(C=C1C1=CC=C2C=NN(C2=C1)CC1=CC=CC=C1)C)=O (5-(1-benzyl-1H-indazol-6-yl)-1-methyl-2-oxo-1,2-dihydropyridin-4-yl)oxypiperidine-1-carboxylic acid tert-butyl ester